2-(benzoylamino)benzoic acid C(C1=CC=CC=C1)(=O)NC1=C(C(=O)O)C=CC=C1